[Au+].FC(C1=CC=C(C=C1)P)(F)F.FC(C1=CC=C(C=C1)P)(F)F.FC(C1=CC=C(C=C1)P)(F)F (tris(4-(trifluoromethyl)phenylphosphine)) gold(I)